[Na].OC(CS(=O)(=O)O)C 2-hydroxypropyl-sulfonic acid sodium